5'-chloro-1'-(4-methoxybenzyl)spiro[azetidine-3,3'-pyrrolo[2,3-b]pyridin] ClC=1C=C2C(=NC1)N(CC21CNC1)CC1=CC=C(C=C1)OC